tert-Butyl {[1-(3-ethylpentyl)-5-oxo-4,5-dihydro-1H-pyrazol-3-yl]methyl}methylcarbamate C(C)C(CCN1N=C(CC1=O)CN(C(OC(C)(C)C)=O)C)CC